C(C)(C)(C)OC(=O)N1C=C(C2=CC(=CC(=C12)C#N)F)B1OC(C(O1)(C)C)(C)C.C1(=CC=CC=C1)C1=C(C(=NN=N1)C1=C(C=CC=C1)C1=C(C=CC=2SC3=C(C21)C=CC=C3)C3=CC=CC=C3)C3=CC=CC=C3 (diphenyltriazinyl)(phenyldibenzothiophenyl)benzene tert-butyl-7-cyano-5-fluoro-3-(4,4,5,5-tetramethyl-1,3,2-dioxaborolan-2-yl)indole-1-carboxylate